(bis(acetoxy)iodo)benzene C(C)(=O)OI(OC(C)=O)C1=CC=CC=C1